1-((2S,6R)-2,6-dimethylmorpholino)-2-(4-(3-isopropyl-2-(8-methoxy-[1,2,4]triazolo[1,5-a]pyridin-6-yl)-1H-indol-5-yl)piperidin-1-yl)ethan-1-one C[C@@H]1O[C@@H](CN(C1)C(CN1CCC(CC1)C=1C=C2C(=C(NC2=CC1)C=1C=C(C=2N(C1)N=CN2)OC)C(C)C)=O)C